4-(2-(2-benzylazepan-1-yl)-6-((4-methoxybenzyl)oxy)pyridin-4-yl)-2-(difluoromethyl)morpholine C(C1=CC=CC=C1)C1N(CCCCC1)C1=NC(=CC(=C1)N1CC(OCC1)C(F)F)OCC1=CC=C(C=C1)OC